(S)-5-(6-((2-cyclopropylpropan-2-yl)amino)-4-(difluoromethyl)pyridin-3-yl)-N-(2-hydroxy-2-methylpropyl)-4-(2-methylpiperidine-1-carbonyl)thiazole-2-carboxamide C1(CC1)C(C)(C)NC1=CC(=C(C=N1)C1=C(N=C(S1)C(=O)NCC(C)(C)O)C(=O)N1[C@H](CCCC1)C)C(F)F